5-cyclopropyl-3-(2,6-dichlorophenyl)-4-((((2R,4S)-2-methylpiperidin-4-yl)oxy)methyl)isoxazole hydrochloride Cl.C1(CC1)C1=C(C(=NO1)C1=C(C=CC=C1Cl)Cl)CO[C@@H]1C[C@H](NCC1)C